[N+](=O)([O-])C1=C(C=CC(=C1)OC(F)(F)F)CC(=O)O 2-(2-nitro-4-(trifluoromethoxy)phenyl)acetic acid